Benzyl (2-(tert-butoxy)ethyl)glycinate C(C)(C)(C)OCCNCC(=O)OCC1=CC=CC=C1